ClC1=NC=CC=C1C(=O)NC1=C(C=CC=C1)C1=CC=C(C=C1)C#CC(C)(C)OC 2-chloro-N-[4'-(3-methoxy-3-methylbut-1-yn-1-yl)biphenyl-2-yl]pyridine-3-carboxamide